1-(4-(trifluoromethyl)phenyl)-1H-pyrazole FC(C1=CC=C(C=C1)N1N=CC=C1)(F)F